C(C)C1C(=O)OCCCC1 Monoethyl-ε-caprolacton